(R)-2-methyl-N-((R)-1-(3-methyl-1-(2,2,2-trifluoroethyl)-1H-pyrazolo[3,4-c]pyridin-5-yl)ethyl)propane-2-sulfinamide CC(C)(C)[S@@](=O)N[C@H](C)C=1C=C2C(=CN1)N(N=C2C)CC(F)(F)F